2-(tert-butoxycarbonylamino)-4-[3-fluoropropyl-[4-(5,6,7,8-tetrahydro-1,8-naphthyridin-2-yl)butyl]amino]butanoic acid C(C)(C)(C)OC(=O)NC(C(=O)O)CCN(CCCCC1=NC=2NCCCC2C=C1)CCCF